CC=1C(=NC(=C(N1)CCC(=O)O)C)CCC(=O)O 3,6-dimethyl-pyrazine-2,5-dipropionic acid